2-isopropoxy-5-(5-methyl-3-piperazin-1-yl-pyrazol-1-yl)pyrimidine C(C)(C)OC1=NC=C(C=N1)N1N=C(C=C1C)N1CCNCC1